NC=1CCC([C@@](N1)(CF)C=1C=C(C=CC1F)NC(=O)C1=NC=C(C=C1)Cl)(F)F (S)-N-(3-(6-amino-3,3-difluoro-2-(fluoromethyl)-2,3,4,5-tetrahydropyridin-2-yl)-4-fluorophenyl)-5-chloropyridineamide